BrCCCCC=C 6-Bromo-1-Hexen